hydroxysulfur O[S]